(3aS,5aS,8S,8aS,9R,10aS)-6-benzyl-9-(tert-butyl)-9-hydroxy-2,4,7-trioxooctahydro-4H,9H-furo[3'',2'':2',3']cyclopenta[1',2':3,4]furo[2,3-b]pyrrol-8-yl benzoate C(C1=CC=CC=C1)(=O)O[C@H]1[C@@]23[C@@H](N(C1=O)CC1=CC=CC=C1)OC([C@]21[C@H](C[C@@]3(O)C(C)(C)C)OC(C1)=O)=O